3-((3-((4-(3-((3-amino-5-(4-amino-4-methylpiperidin-1-yl)pyrazin-2-yl)thio)-2-chlorophenyl)piperazin-1-yl)methyl)phenyl)amino)piperidine-2,6-dione NC=1C(=NC=C(N1)N1CCC(CC1)(C)N)SC=1C(=C(C=CC1)N1CCN(CC1)CC=1C=C(C=CC1)NC1C(NC(CC1)=O)=O)Cl